C(C=CCCCCCCC=CC(=O)N)(=O)N hexamethylenebis(acryl-amide)